3-hydroxy-methyl-hydroxy-ethyl-4-hydroxy-methyl-ethyl-2,7-nonadien-4-ol OC(=C(C(CC)(C)CC)O)C(C(CC=CC)C)(O)O